C(C)[C@H](C(=O)O)CN1C(C(N=C(C2=C1C=CC(=C2)I)C2=CC=CC=C2)C(CC)CC)=O ethyl-(S)-3-(7-iodo-2-oxo-3-(pent-3-yl)-5-phenyl-2,3-dihydro-1H-benzo[e][1,4]diazepin-1-yl)propionic acid